CC1C(C=C(C(=C1CC1=CC(=C(C(=C1)C(C)(C)C)C(=O)O)C(C)(C)C)C)CC1=CC(=C(C(=C1)C(C)(C)C)C(=O)O)C(C)(C)C)(CC1=CC(=C(C(=C1)C(C)(C)C)C(=O)O)C(C)(C)C)C 1,2,5-trimethyl-2,4,6-tris(3,5-di-tert-butyl-4-carboxybenzyl)benzene